FC1(CCN(CC1)C=1C=C(C=C2C=CC=NC12)C=1N=NN(C1)C1=C(C=C(C=C1)I)N1CCC2(CC2)CC1)F 8-(4,4-difluoropiperidin-1-yl)-6-(1-(4-iodo-2-(6-azaspiro[2.5]octan-6-yl)phenyl)-1H-1,2,3-triazol-4-yl)quinoline